FC1=C(C(=O)NC(CO)CC2=CN=CS2)C=CN=C1 3-fluoro-N-[1-hydroxy-3-(1,3-thiazol-5-yl)propan-2-yl]isonicotinamide